5-(hydroxymethyl)tetrahydrofuran-2,3,4-triol OCC1C(C(C(O1)O)O)O